C(C=C)(=O)NC1=CC=C(C=C1)C1=C(C2=C(N=CN=C2N)N1C)C1=CCC(CC1)C(=O)NC 4-(6-(4-acrylamidophenyl)-4-amino-7-methyl-7H-pyrrolo[2,3-d]pyrimidin-5-yl)-N-methylcyclohex-3-ene-1-carboxamide